CC=1C=C(C(=O)OC2=C(C(=CC(=C2)Br)C=NC(CC2=CC=C(C=C2)O)C(CO)=O)OC(C(C)C)=O)C=CC1 5-bromo-3-((4-hydroxy-1-(4-hydroxyphenyl)-3-oxobutan-2-ylimino)methyl)-2-(isobutyryloxy)phenyl 3-methylbenzoate